FC(C1CC1)(F)F cis-2-(trifluoromethyl)cyclopropane